3-{1-[(6-chloropyrazin-2-yl)amino]ethyl}-4-methylbenzoic acid methyl ester COC(C1=CC(=C(C=C1)C)C(C)NC1=NC(=CN=C1)Cl)=O